Tert-butyl (3R)-4-(4-bromo-2,5-difluorobenzoyl)-3-(hydroxymethyl)piperazine-1-carboxylate BrC1=CC(=C(C(=O)N2[C@H](CN(CC2)C(=O)OC(C)(C)C)CO)C=C1F)F